ClC1=NC=C(C(=N1)NC=1C=C2C=C(C(N(C2=C(C1)OCCC[C@H]1CN(C[C@H](C1(F)F)C)C(=O)OC(C)(C)C)C)=O)OCC(=O)NC)Cl tert-butyl (3S,5R)-3-[3-[[6-[(2,5-dichloropyrimidin-4-yl)amino]-1-methyl-3-[2-(methylamino)-2-oxo-ethoxy]-2-oxo-8-quinolyl]oxy]propyl]-4,4-difluoro-5-methyl-piperidine-1-carboxylate